ClC=1N(C=CN1)C(C)C1=CC=C(C=C1)C1=C(SC(=C1)CC(C)C)S(=O)(=O)NC(OCCCC)=O butyl (3-(4-(1-(2-chloro-1H-imidazol-1-yl)ethyl)phenyl)-5-isobutylthiophen-2-yl)sulfonylcarbamate